methacryloxydecyl-triethoxysilane dimethyl-3,3'-thiodipropionate COC(CCSCCC(=O)OC)=O.C(C(=C)C)(=O)OCCCCCCCCCC[Si](OCC)(OCC)OCC